4-amino-4'-fluorobenzophenone NC1=CC=C(C(=O)C2=CC=C(C=C2)F)C=C1